CS(CCC)(=O)=NC1=CC=NN1C=1C(=NC=CN1)C(C)NC(C1=CC(=CC(=C1)C(F)(F)F)C(F)(F)F)=O N-(1-(3-(5-((methyl(oxo)(propyl)-λ6-sulfaneylidene)amino)-1H-pyrazol-1-yl)pyrazin-2-yl)ethyl)-3,5-bis(trifluoromethyl)benzamide